Isopropyl palmitate (isopropyl hexadecanoate) C(C)(C)C(C(=O)O)CCCCCCCCCCCCCC.C(CCCCCCCCCCCCCCC)(=O)OC(C)C